C(C)OC(C(C(Br)C1=CC(=CC=C1)C)Br)=O 3-(3-Methylphenyl)-2,3-dibromopropionic acid ethyl ester